C[NH+]1C(N(C(C=C1)C)C)=S 1,2-dihydro-1,3,4-trimethyl-2-thioxo-pyrimidinium